ClC=1C=C(OC2CCC(CC2)C2=C(N=NC=C2)C(=O)N)C=CC1C#N [4-(3-chloro-4-cyano-phenoxy)cyclohexyl]pyridazine-3-carboxamide